1,2-dimethylbutylsulfonic acid CC(C(CC)C)S(=O)(=O)O